p-PhenyleneBenzobisimidazole C1(=CC=C(C=C1)C=1NC2=C(N1)C=CC=C2)C=2NC1=C(N2)C=CC=C1